N-((1R,2S)-2-Acrylamidocyclopentyl)-4-oxo-5-(5-phenoxypyridin-2-yl)-4,5-dihydro-3H-1-thia-3,5,8-triazaacenaphthylene-2-carboxamide C(C=C)(=O)N[C@@H]1[C@@H](CCC1)NC(=O)C=1SC=2N=CC=C3N(C(NC1C23)=O)C2=NC=C(C=C2)OC2=CC=CC=C2